3',3'-difluoro-6-methoxy-1',2',3',6'-tetrahydro-3,4'-bipyridine FC1(CNCC=C1C=1C=NC(=CC1)OC)F